C(C)C1=C(CN2CC(C2)C(=O)O)C=CC(=C1)C(C)=NOCC1=CC(=C(C=C1)C=1C=NC=NC1)C 1-(2-ethyl-4-(1-(((3-methyl-4-(pyrimidin-5-yl)benzyl)oxy)imino)ethyl)benzyl)azetidine-3-carboxylic acid